2-(1H-benzimidazol-2-yl-(5-fluoro-2-hydroxy-phenyl)-methyl)-6-(4-morpholinophenyl)-isoindolin-1-one N1C(=NC2=C1C=CC=C2)C(N2C(C1=CC(=CC=C1C2)C2=CC=C(C=C2)N2CCOCC2)=O)C2=C(C=CC(=C2)F)O